[C@H]1([C@@H](O)[C@@H](O)[C@H](O)[C@H](O1)CO)OC1=C(C=C(C=C1)C1=CC(=CC=C1)C(=O)NC)C#N 4'-(α-D-mannopyranosyloxy)-3'-cyano-N-methyl-1,1'-biphenyl-3-carboxamide